[2H]C(C(O)([2H])[2H])([2H])N(C1=CC2=C(N(C(=N2)CC[C@@H](C(=O)OC)NC(=O)OC(C)(C)C)C)C=C1)C(C([2H])([2H])O)([2H])[2H] Methyl (2S)-4-[5-[bis(1,1,2,2-tetradeuterio-2-hydroxy-ethyl)amino]-1-methyl-benzimidazol-2-yl]-2-(tert-butoxycarbonylamino)butanoate